1,5-naphthyridine-4-carboxamide N1=CC=C(C2=NC=CC=C12)C(=O)N